methyl 4-(4-(tert-butoxycarbonyl) phenyl)-8-cyclopropyl-3,4-dihydro-2H-benzo[b][1,4]oxazine-7-carboxylate C(C)(C)(C)OC(=O)C1=CC=C(C=C1)N1C2=C(OCC1)C(=C(C=C2)C(=O)OC)C2CC2